FC1(CCC(CC1)[C@@H](C=1N=C2N(N=CC(=C2)CC2C(N[C@@H](C2)C(F)(F)F)=O)C1)NC(OCC1=CC=CC=C1)=O)F benzyl ((1S)-(4,4-difluorocyclohexyl)(7-(((5S)-2-oxo-5-(trifluoromethyl)pyrrolidin-3-yl)methyl)imidazo[1,2-b]pyridazin-2-yl)methyl)carbamate